ethyl methylbutyrate (ethyl methyl butyrate) C(C)C(C(=O)O)(CC)C.CC(C(=O)OCC)CC